O1C=2C(N=CC1)=NC=1N(C2)N=CC1 pyrazolo[1',5':1,2]Pyrimido[5,4-b][1,4]Oxazin